4-Iodo-2-methoxy-5-((methylthio)methyl)pyridine IC1=CC(=NC=C1CSC)OC